N-(5-((6-((R)-3-(2,4-difluorophenyl)-isoxazolidine-2-yl)pyrimidine-4-yl)amino)-2-((1S,4S)-5-ethyl-2,5-diazabicyclo[2.2.1]heptane-2-yl)-4-methoxyphenyl)acrylamide FC1=C(C=CC(=C1)F)[C@@H]1N(OCC1)C1=CC(=NC=N1)NC=1C(=CC(=C(C1)NC(C=C)=O)N1[C@@H]2CN([C@H](C1)C2)CC)OC